5-(2-(((1s,4s)-4-hydroxy-4-methylcyclohexyl)amino)-4-(methoxy-d3)-7H-pyrrolo[2,3-d]pyrimidin-5-yl)-N-methylpyrazolo[1,5-a]pyridine-3-carboxamide OC1(CCC(CC1)NC=1N=C(C2=C(N1)NC=C2C2=CC=1N(C=C2)N=CC1C(=O)NC)OC([2H])([2H])[2H])C